NC(C(=O)O)CCCCNC(=O)OC1C#CCCCCC1 2-amino-6-(cycloocta-2-yn-1-yloxycarbonylamino)hexanoic acid